3-(2-bromo-4,6-difluoro-phenoxy)propanoic acid BrC1=C(OCCC(=O)O)C(=CC(=C1)F)F